N-[5-[3-(2,2-dimethylpropoxy)phenyl]-4-(2-propan-2-ylphenyl)-1,3-thiazol-2-yl]-3-[[(2R)-1,1,1-trifluoropropan-2-yl]amino]benzenesulfonamide CC(COC=1C=C(C=CC1)C1=C(N=C(S1)NS(=O)(=O)C1=CC(=CC=C1)N[C@@H](C(F)(F)F)C)C1=C(C=CC=C1)C(C)C)(C)C